(R)-4-(3-((S)-1-(4-amino-3-methyl-1H-pyrazolo[3,4-d]pyrimidin-1-yl)ethyl)-5-chloro-2-ethoxy-6-fluorophenyl)pyrrolidin-2-one NC1=C2C(=NC=N1)N(N=C2C)[C@@H](C)C=2C(=C(C(=C(C2)Cl)F)[C@H]2CC(NC2)=O)OCC